1-(2-morpholinoethyl)-1H-indazole-5-carboxylic acid lithium [Li].O1CCN(CC1)CCN1N=CC2=CC(=CC=C12)C(=O)O